CC1=CC=C(C(=N1)C1=CC=C2C=CC=NC2=C1)C=1C=NN(C1)CCC(C(F)(F)F)C 7-{6-Methyl-3-[1-(4,4,4-trifluoro-3-methylbutyl)-1H-pyrazol-4-yl]pyridin-2-yl}chinolin